C1CC(CC=C1)C2CO2 epoxy-4-vinylcyclohexene